N2-{[4-Amino-6-(ethoxymethyl)-5-(7-methoxy-5-methyl-1-benzothiophen-2-yl)pyrrolo[2,1-f]-[1,2,4]triazin-7-yl]methyl}glycinamide dihydrochloride Cl.Cl.NC1=NC=NN2C1=C(C(=C2CNCC(=O)N)COCC)C=2SC1=C(C2)C=C(C=C1OC)C